C1(CCCC1)C(=O)N1[C@H]([C@H](CCC1)NS(=O)(=O)C)COC1CCN(CC1)C1=C(C=CC=C1)F N-(cis-1-(cyclopentylcarbonyl)-2-(((1-(2-fluorophenyl)piperidin-4-yl)oxy)methyl)piperidin-3-yl)methanesulfonamide